C(C(C)C)C=1C=CC(=C(C1)N1CC2C(C1)CN(C2)CC=2N=NC=CC2)C=2N=NNN2 5-[5-isobutyl-2-(2H-tetrazol-5-yl)phenyl]-2-(pyridazin-3-ylmethyl)-1,3,3a,4,6,6a-hexahydropyrrolo[3,4-c]pyrrole